(S)-quinuclidin-3-yl (5-(4-(dimethylamino)phenyl)-2,2-dimethyl-2,3-dihydro-1H-inden-1-yl)carbamat CN(C1=CC=C(C=C1)C=1C=C2CC(C(C2=CC1)NC(O[C@@H]1CN2CCC1CC2)=O)(C)C)C